OC(C(CC(=O)O)CO)CO 4,5-dihydroxyl-3-hydroxymethyl-valeric acid